O=C1NC(CC[C@@H]1N1C(C2=CC=C(C=C2C1=O)NCC(=O)N1CCN(CC1)C1=CC=C(C=C1)NC1=C2N=CN(C2=NC=N1)C1CC(C1)NC(C1=NC(=CC=C1)C)=O)=O)=O N-((1s,3s)-3-(6-((4-(4-((2-(2,6-dioxopiperidin-3-yl)-1,3-dioxoisoindolin-5-yl)glycyl)piperazin-1-yl)phenyl)amino)-9H-purin-9-yl)cyclobutyl)-6-methylpicolinamide